butyl-8-chloro-4-(3-methoxyphenyl)-5'-methyl-2'-oxo-7,8-dihydro-4H-spiro[cyclopenta[c]benzopyran-1,3'-indoline]-2-carbonitrile C(CCC)N1C(C2(C3=CC(=CC=C13)C)C(=CC=1C(OC=3C(C12)=CC(CC3)Cl)C3=CC(=CC=C3)OC)C#N)=O